isopropyltetrasulfide C(C)(C)SSSSC(C)C